methyl 2-(2-{2-[4-(2-methylpyrazol-3-yl) indazol-1-yl]acetamido}acetamido)acetate CN1N=CC=C1C1=C2C=NN(C2=CC=C1)CC(=O)NCC(=O)NCC(=O)OC